COC[C@@H](C(=O)NCC1=CC=CC2=CC=CC=C12)NC([C@H](CC(=O)O)NS(=O)(=O)C1=CC=C(C=C1)C)=O (S)-4-(((S)-3-methoxy-1-((naphthalen-1-ylmethyl)amino)-1-oxopropan-2-yl)amino)-3-((4-methylphenyl)sulfonamido)-4-oxobutanoic acid